3-bromo-4-methyl-aniline BrC=1C=C(N)C=CC1C